4-(2-chlorophenyl)-1-(4-(3,4-dichlorophenyl)-5-(isopropylsulfanyl)thiazol-2-yl)-3-methyl-1H-pyrazole-5-carboxylic acid ClC1=C(C=CC=C1)C=1C(=NN(C1C(=O)O)C=1SC(=C(N1)C1=CC(=C(C=C1)Cl)Cl)SC(C)C)C